FC(C)SSC methyl (1-fluoroethyl) disulfide